CC1(COCOC1)CO 5-methyl-5-hydroxymethyl-1,3-dioxan